bis-(3-nitro-4-bromophenyl)-methane [N+](=O)([O-])C=1C=C(C=CC1Br)CC1=CC(=C(C=C1)Br)[N+](=O)[O-]